ClC1=C(C(=CC=C1)Cl)C=1OC(=C(N1)C(=O)N)NC1=CC=C(C=C1)C(=O)N1CCS(CC1)(=O)=O (2,6-dichlorophenyl)-5-[4-(1,1-dioxo-1,4-thiazinane-4-carbonyl)anilino]oxazole-4-carboxamide